5-benzyl-2-(4-chlorobenzyl)-1-ethyl-1,2,4,5,6,7-hexahydro-3H-pyrazolo[4,3-c]pyridin-3-one formate C(=O)O.C(C1=CC=CC=C1)N1CC2=C(CC1)N(N(C2=O)CC2=CC=C(C=C2)Cl)CC